SC[C@@H](CNC(OC(C)(C)C)=O)NC(OC(C)(C)C)=O (R)-di-tert-butyl (3-mercaptopropane-1,2-diyl)dicarbamate